2-ethyl-5-(pyridin-2-ylmethoxy)-2H-indazole-3-carboxylic acid C(C)N1N=C2C=CC(=CC2=C1C(=O)O)OCC1=NC=CC=C1